(S)-tert-butyl 4-(4-(3-(3-chloro-2-(methoxycarbonyl)phenoxy)-5-methylpyridin-4-yl)phenyl)-2-methylpiperazine-1-carboxylate ClC=1C(=C(OC=2C=NC=C(C2C2=CC=C(C=C2)N2C[C@@H](N(CC2)C(=O)OC(C)(C)C)C)C)C=CC1)C(=O)OC